CN1[C@@H]2CN([C@H](C1)CC2)C2=CC=C(C=C2)N2C=NC(=C2)NC=2N=CC(=NC2)C#N 5-((1-(4-((1S,4S)-5-Methyl-2,5-diazabicyclo[2.2.2]octan-2-yl)phenyl)-1H-imidazol-4-yl)amino)pyrazine-2-carbonitrile